S1C2=C(C=C1C(=O)N1[C@H](CN(CC1)C(=O)C1=NN3C(N=CC=C3C3=CC(=C(C=C3)OC)OC)=C1)C)C=CC=C2 (S)-benzo[b]thiophen-2-yl-(4-(7-(3,4-dimethoxyphenyl)pyrazolo[1,5-a]pyrimidine-2-carbonyl)-2-methylpiperazin-1-yl)methanone